3-mercaptopropyl-isocyanatopropyl-methoxysilane SCCC[SiH](OC)CCCN=C=O